4-(2,6-difluorophenyl)-6-methyl-1,2-benzoxazol-3-amine FC1=C(C(=CC=C1)F)C1=CC(=CC2=C1C(=NO2)N)C